NC1=C2C(=NC=N1)N(N=C2C)C(C)C=2C(=C(C(=C(C2)Cl)C)C2CN(C2)CCC)OC (2R)-1-(3-{3-[1-(4-Amino-3-methyl-1H-pyrazolo[3,4-d]pyrimidin-1-yl)ethyl]-5-chloro-2-methoxy-6-methylphenyl}azetidin-1-yl)propan